3-(5-(((3R*,4R*)-1-ethyl-4-fluoropiperidin-3-yl)oxy)-1-oxoisoindolin-2-yl)piperidine-2,6-dione C(C)N1C[C@H]([C@@H](CC1)F)OC=1C=C2CN(C(C2=CC1)=O)C1C(NC(CC1)=O)=O |o1:4,5|